O=C1C[C@@H](CN1)OC(=O)N1C(C(N(C(C1([2H])[2H])([2H])[2H])C1=NC=2N(C=C1)N=CC2C=2C(=NC=CC2)OC2CC2)([2H])[2H])([2H])[2H] [(3S)-5-oxopyrrolidin-3-yl]4-[3-[2-(cyclopropoxy)-3-pyridyl]pyrazolo[1,5-a]pyrimidin-5-yl]-2,2,3,3,5,5,6,6-octadeuterio-piperazine-1-carboxylate